ethyl 2-(3-fluoro-2-methoxy-5-(2-methyltetrahydro-2H-pyran-2-yl)phenyl)acetate FC=1C(=C(C=C(C1)C1(OCCCC1)C)CC(=O)OCC)OC